BrC=1C2=C(C(N(C1)CCCC)=O)NC=C2 4-bromo-6-butyl-1H-pyrrolo[2,3-c]pyridin-7-one